(R)-N-(2-hydroxypropyl)-5-(piperazin-1-yl)picolinamide O[C@@H](CNC(C1=NC=C(C=C1)N1CCNCC1)=O)C